C(C=C)(=O)O.C(C=C)(=O)O.C(C=C)(=O)O.NC(=O)OCC urethane tri-acrylate